tetraethylenpentaamine NCCNCCNCCNCCN